[La].[Al].[Zn] zinc-aluminum lanthanum